N(=[N+]=[N-])C1=CC=C2C=C(C(=NC2=N1)NCCCCC)Br 7-azido-3-bromo-N-pentyl-1,8-naphthyridin-2-amine